COC1=CC=C(C=N1)[C@H](CC(=O)OCC)NC(=O)C1CC2(CN(C2)CCC2=NC=3NCCCC3C=C2)C1 (S)-Ethyl 3-(6-methoxypyridin-3-yl)-3-(2-(2-(5,6,7,8-tetrahydro-1,8-naphthyridin-2-yl)ethyl)-2-azaspiro[3.3]heptane-6-carboxamido)propanoate